C(C)OC(=O)C1=C(N=C(S1)NC1=NC(=CC(=N1)N1CCC(CC1)C(=O)N)NCC1=CC=C(C=C1)S(=O)(=O)C)C 2-[[4-[4-(aminocarbonyl)-1-piperidinyl]-6-[[[4-(methylsulfonyl)phenyl]methyl]amino]-2-pyrimidinyl]amino]-4-methyl-5-thiazolecarboxylic acid ethyl ester